FC=1C(=NC(=NC1)NC1=CC=C(C=N1)N1C(CNCC1)=O)C1=CC2=C(N(N=C2C=C1)C)C(C)C 1-(6-((5-Fluoro-4-(3-isopropyl-2-methyl-2H-indazol-5-yl)pyrimidin-2-yl)amino)pyridin-3-yl)piperazin-2-one